C(C=C)OC1=CC=C(C=CC2=C(C(=CC(=C2)OC)OC)C=2N(C=CN2)CC2=CC=C(C=C2)OC)C=C1 2-(4-(allyloxy)styryl-4,6-dimethoxyphenyl)-1-(4-methoxybenzyl)-1H-imidazole